phospho-L-ascorbic acid trisodium salt [Na+].[Na+].[Na+].P(=O)(O)(O)OC=1C(=O)O[C@@H](C1[O-])[C@@H](O)CO.P(=O)(O)(O)OC=1C(=O)O[C@@H](C1[O-])[C@@H](O)CO.P(=O)(O)(O)OC=1C(=O)O[C@@H](C1[O-])[C@@H](O)CO